2-[[2-fluoro-4-[6-[[2-fluoro-4-(trifluoromethyl)phenyl]methoxy]-2-pyridyl]phenyl]methyl]-3-(2-methoxyethyl)benzimidazole-5-carboxylic Acid FC1=C(C=CC(=C1)C1=NC(=CC=C1)OCC1=C(C=C(C=C1)C(F)(F)F)F)CC=1N(C2=C(N1)C=CC(=C2)C(=O)O)CCOC